ClC1=C(C#N)C(=CC(=C1)C(F)(F)F)Cl 2,6-dichloro-4-(trifluoromethyl)benzonitrile